9,9-dimethyl-6-phenyl-2-(piperazin-1-ylmethyl)-9,10-dihydroacridine CC1(C2=CC=C(C=C2NC=2C=CC(=CC12)CN1CCNCC1)C1=CC=CC=C1)C